4-chloro-6-ethyl-2,6,8-trimethyl-6,8-dihydro-7H-pyrrolo[3,2-g]quinazolin-7-one ClC1=NC(=NC2=CC3=C(C=C12)C(C(N3C)=O)(C)CC)C